(1r,2'R,4R)-4-(3-chloroanilino)-2'-(3-phenoxyphenyl)-2',3'-dihydrospiro[cyclohexane-1,1'-indene]-4-carboxylic acid ClC=1C=C(NC2(CCC3([C@H](CC4=CC=CC=C34)C3=CC(=CC=C3)OC3=CC=CC=C3)CC2)C(=O)O)C=CC1